1,6-diazabicyclo[4.4.4]tetradecan-1-ium tetrafluoroborate F[B-](F)(F)F.[NH+]12CCCCN(CCCC1)CCCC2